5,8-dihydro-6H-isoquinolin C1=NC=CC=2CCCCC12